FC1=CC=C(CC2=CC3=C(OCCN3C(CN3[C@H](CN[C@@H](C3)C)CN3[C@@H](COCC3)C)=O)N=C2O)C=C1 1-(7-(4-fluorobenzyl)-6-hydroxy-2,3-dihydro-1H-pyrido[2,3-b][1,4]oxazin-1-yl)-2-((2R,5R)-5-methyl-2-(((R)-3-methylmorpholino)methyl)piperazin-1-yl)ethan-1-one